C(#C)C1NCC1 2-ethynyl-azetidine